Methylenedimethylbenzoate C=CC1=C(C(=O)[O-])C=CC=C1C